5-(4-(2-(pyrazin-2-yl)ethynyl)phenoxy)-1H-1,2,3-triazole-4-carboxylic acid N1=C(C=NC=C1)C#CC1=CC=C(OC2=C(N=NN2)C(=O)O)C=C1